methyl (R)-3-(3-(5-(5-((4-bromo-6,7-difluoro-1H-indol-5-yl)oxy)-2-fluorophenyl)-1-methyl-1H-1,2,4-triazole-3-carbonyl)phenyl)-2-methylpropanoate BrC1=C2C=CNC2=C(C(=C1OC=1C=CC(=C(C1)C1=NC(=NN1C)C(=O)C=1C=C(C=CC1)C[C@H](C(=O)OC)C)F)F)F